methyl 3-((2-(azepan-1-yl)acetamido)methyl)-4-methylthiophene-2-carboxylate N1(CCCCCC1)CC(=O)NCC1=C(SC=C1C)C(=O)OC